COC=1C=C2CCN3C(C2=CC1)CCCC3 9-methoxy-1,3,4,6,7,11b-hexahydro-2H-pyrido[2,1-a]isoquinoline